OCC[N+](C)(C)C.C(CCCCCCCCCCCCC)(=O)OCC(OC(CCCCCCCCCCCCC)=O)COP(=O)(O)O.CC1OCCC1 2-methyl-oxolane 1,2-dimyristoyl-glycero-3-phosphate choline